C(C)N1C\C(\C(/C(/C1)=C/C1=C(C(=C(C=C1)OC)OC)OC)=O)=C/C1=C(C(=C(C=C1)OC)OC)OC (3e,5e)-1-ethyl-3,5-bis[(2,3,4-trimethoxyphenyl)methylene]piperidin-4-one